C1(CCCC1)N(C=1C(=C(C=C(C1)C1=CC=C(C=C1)CN1CCOCC1)C(=O)NCC=1C(NC(=CC1C)C)=O)C)CC 5-(cyclopentyl-(ethyl)amino)-N-((4,6-dimethyl-2-oxo-1,2-dihydropyridin-3-yl)methyl)-4-methyl-4'-(morpholinomethyl)-[1,1'-biphenyl]-3-carboxamide